3-[2-tert-butoxy-1-[[3-(hydroxymethyl)phenyl]methyl]-2-oxoethyl]pyrrolidine-1-carboxylic acid tert-butyl ester C(C)(C)(C)OC(=O)N1CC(CC1)C(C(=O)OC(C)(C)C)CC1=CC(=CC=C1)CO